N(=[N+]=[N-])CCC[C@H]1CC[C@H]2[C@@H]3C=CC4=CC(CC[C@]4(C)[C@H]3CC[C@]12C)=O (20S)-azidomethyl-pregn-4,6-dien-3-one